FC(CC(F)(F)F)(C=C(C(=O)[O-])F)F 3-pentafluoropropyl-alpha-fluoroacrylate